C1(=C(C(=C(C2=CC=CC=C12)C(=O)Cl)C(=O)Cl)C(=O)Cl)C(=O)Cl naphthalenetetracarboxylic acid chloride